C(C)NC1=NC(=C(C(=N1)C=1OC=CC1)C#N)NCC1=CC(=CC=C1)C(F)(F)F 2-(ethylamino)-4-(2-furanyl)-6-[[3-(trifluoromethyl)phenyl]methylamino]pyrimidine-5-carbonitrile